NC1=NC=NC=2N(C3=CC=C(C=C3C21)C(F)(F)F)CC(=O)N2C[C@@H](C[C@H]2C(NC2=NC(=CC=C2)Br)=O)NC(OCC2C1=CC=CC=C1C=1C=CC=CC21)=O (9H-fluoren-9-yl)methyl ((3R,5S)-1-(2-(4-amino-6-(trifluoromethyl)-9H-pyrimido[4,5-b]indol-9-yl)acetyl)-5-((6-bromopyridin-2-yl)carbamoyl)pyrrolidin-3-yl)carbamate